2-(4-(1-((4-methyl-4H-1,2,4-triazol-3-yl)methyl)cyclobutyl)-6-(methylamino)pyridin-2-yl)-6-(((1-methylcyclobutyl)amino)methyl)-4-(trifluoromethyl)isoindolin-1-one formate C(=O)O.CN1C(=NN=C1)CC1(CCC1)C1=CC(=NC(=C1)NC)N1C(C2=CC(=CC(=C2C1)C(F)(F)F)CNC1(CCC1)C)=O